(R)-2-(1-(4-chlorophenyl)-3,3-dimethylbutyl)pyridine ClC1=CC=C(C=C1)[C@@H](CC(C)(C)C)C1=NC=CC=C1